N-(6-{[6,7-bis(methyloxy)quinolin-4-yl]oxy}-2-methylpyridin-3-yl)-N'-(4-fluorophenyl)cyclopropane-1,1-dicarboxamide COC=1C=C2C(=CC=NC2=CC1OC)OC1=CC=C(C(=N1)C)NC(=O)C1(CC1)C(=O)NC1=CC=C(C=C1)F